ClC1=C2C(=NC=C1)N(C=C2C=2C=NC=CC2)COCC[Si](C)(C)C 2-[[4-chloro-3-(3-pyridinyl)pyrrolo[2,3-b]pyridin-1-yl]methoxy]ethyl-trimethyl-silane